(2S,4R)-N-[(S)-[5-(3,3-difluorocyclobutyl)-6-fluoropyridin-2-yl](phenyl)methyl]-4-fluoro-1-[2-(5-methyl-2,4-dioxo-1,2,3,4-tetrahydropyrimidin-1-yl)acetyl]pyrrolidine-2-carboxamide FC1(CC(C1)C=1C=CC(=NC1F)[C@@H](NC(=O)[C@H]1N(C[C@@H](C1)F)C(CN1C(NC(C(=C1)C)=O)=O)=O)C1=CC=CC=C1)F